CC1([C@H]([C@@H]1C1=NC(=NO1)C1(CC1)C(F)(F)F)C1=CC=C(C=C1)S(=O)(=O)N)C 4-[(1S,3S)-2,2-dimethyl-3-{3-[1-(trifluoromethyl)cyclopropyl]-1,2,4-oxadiazol-5-yl}cyclopropyl]benzenesulfonamide